(R)-4-(1-(7-methoxy-2-oxo-2,3-dihydro-1H-imidazo[4,5-c]quinolin-1-yl)ethyl)benzene-sulfonamide COC=1C=CC=2C3=C(C=NC2C1)NC(N3[C@H](C)C3=CC=C(C=C3)S(=O)(=O)N)=O